tert-Butyl 2-(5-(2-(((1R,2R,4S)-7-oxabicyclo[2.2.1]heptan-2-yl)(isopropyl)carbamoyl)-4-fluorophenoxy)pyrimidin-4-yl)-2,7-diazaspiro[3.5]nonane-7-carboxylate [C@H]12[C@@H](C[C@H](CC1)O2)N(C(=O)C2=C(OC=1C(=NC=NC1)N1CC3(C1)CCN(CC3)C(=O)OC(C)(C)C)C=CC(=C2)F)C(C)C